COC(C1=C(C=C(C(=C1)F)C1=CC=CC=2CN(COC21)C(C2=C(C=C(C=C2)N2[C@@H](CN([C@@H](C2)C)C)C)Cl)=O)N2C1COCC2CC1)=O 4-[3-[2-Chloro-4-[(2R,5R)-2,4,5-trimethylpiperazin-1-yl]benzoyl]-2,4-dihydro-1,3-benzoxazin-8-yl]-5-fluoro-2-(3-oxa-8-azabicyclo[3.2.1]oct-8-yl)benzoic acid methyl ester